C(C)(C)(C)[Si](C1=CC=CC=C1)(C1=CC=CC=C1)Cl t-butylchlorodiphenylsilane